N-(4-((6-(8-chloro-2,3-dihydro-1H-pyrido[2,3-b][1,4]oxazin-7-yl)-5,6,7,8-tetrahydro-2,6-naphthyridin-3-yl)amino)-2-methylphenyl)-2-morpholinoacetamide ClC1=C(C=NC=2OCCNC21)N2CC=1C=C(N=CC1CC2)NC2=CC(=C(C=C2)NC(CN2CCOCC2)=O)C